C(C)(=O)NC=1N=C(N(N1)C1=NC=C(C=C1)Cl)C(C)NC(C1=CC(=CC(=C1)C(F)(F)F)Cl)=O N-[1-[5-acetamido-2-(5-chloro-2-pyridyl)-1,2,4-triazol-3-yl]ethyl]-3-chloro-5-(trifluoromethyl)benzamide